C(C1=CC=CC=C1)OC=1C=C(CC2=CC=3C(=NOC3C(=O)NC=3SC(=NN3)SC)C=C2)C=CC1OC 5-(3-(benzyloxy)-4-methoxybenzyl)-N-(5-(methylthio)-1,3,4-thiadiazol-2-yl)benzo[c]isoxazole-3-carboxamide